N1(N=NC=C1)CCCCN 4-(1H-1,2,3-triazol-1-yl)butan-1-amine